N-(6-(1-benzylpiperidin-4-yl)-2-ethylimidazo[1,2-a]pyridin-3-yl)-4-(4-fluorophenyl)-N-methylthiazol-2-amine C(C1=CC=CC=C1)N1CCC(CC1)C=1C=CC=2N(C1)C(=C(N2)CC)N(C=2SC=C(N2)C2=CC=C(C=C2)F)C